3,4-dibromo-2,5-dichloro-thiophene BrC1=C(SC(=C1Br)Cl)Cl